tert-butyl (3-(2-(prop-2-yn-1-yloxy)ethoxy)propyl)carbamate C(C#C)OCCOCCCNC(OC(C)(C)C)=O